dimethyl 2,3-O-isopropylidene-L-tartrate CC1(O[C@@H]([C@H](O1)C(=O)OC)C(=O)OC)C